C(C)N(C(OC1=C(C(=CC(=C1)C(C)(C)C)C)OC(N(CC)CC)=O)=O)CC 5-(tertiary butyl)-3-methyl-1,2-phenylene bis(diethylcarbamate)